5-(5-(4-isopropylpiperazin-1-yl)-1H-benzo[d]imidazol-2-yl)-3-methoxybenzene-1,2-diol C(C)(C)N1CCN(CC1)C1=CC2=C(NC(=N2)C2=CC(=C(C(=C2)O)O)OC)C=C1